S1NCCC2=C1C=CC=C2 2,3-dihydrobenzothiazine